methanoyl bromide C(=O)Br